[C@@H]1(CCCC2=CC=CC=C12)C1CC(N2C1C1=C(CCC2)C=CC=C1)C(=O)N ((R)-1,2,3,4-tetrahydronaphthalen-1-yl)-2,3,5,6,7,11b-hexahydro-1H-benzo[c]pyrrolo[1,2-a]azepine-3-carboxamide